[(2R,3S,5R)-5-(6-amino-2-fluoro-9H-purin-9-yl)-2-ethynyl-3-hydroxyoxolan-2-yl]methyl (2S)-2-heptanamido-propanoate C(CCCCCC)(=O)N[C@H](C(=O)OC[C@]1(O[C@H](C[C@@H]1O)N1C2=NC(=NC(=C2N=C1)N)F)C#C)C